(5R,8S)-N-(3-bromo-4-chlorophenyl)-6,7,8,9-tetrahydro-5H-5,8-epiminocyclohepta[d]-pyrimidine-10-carboxamide BrC=1C=C(C=CC1Cl)NC(=O)N1[C@@H]2CC[C@H]1CC=1N=CN=CC12